C(#N)C1C(C=CC=C1)=O 2-cyanobenzeneOne